N2-(cyclopropylmethyl)-N4-(6,6-dimethyl-5-{[(2S)-2,4,5,5-tetramethylpiperazin-1-yl]carbonyl}-1,4,5,6-tetrahydropyrrolo[3,4-c]pyrazol-3-yl)-5-fluoropyrimidine-2,4-diamine C1(CC1)CNC1=NC=C(C(=N1)NC=1C2=C(NN1)C(N(C2)C(=O)N2[C@H](CN(C(C2)(C)C)C)C)(C)C)F